N-[5-[4-[(5-Cyanopyrimidin-2-yl)amino]cyclohexoxy]-7-morpholino-1,6-naphthyridin-3-yl]-N-[1-(3-methyl-2-nitro-imidazol-4-yl)ethyl]methanesulfonamide C(#N)C=1C=NC(=NC1)NC1CCC(CC1)OC1=C2C=C(C=NC2=CC(=N1)N1CCOCC1)N(S(=O)(=O)C)C(C)C=1N(C(=NC1)[N+](=O)[O-])C